C(C)OC(=O)NC(NC1=C(NC=C1C)C(=O)OCC)=S 3-(ethoxycarbonyl)-1-(2-(ethoxycarbonyl)-4-methyl-1H-pyrrol-3-yl)thiourea